C(CCCCCCCC=CCC=CCC=CCC)O octadec-9,12,15-trien-1-ol